[(2R,3R-5S)-5-[(1S)-1-acetoxypropyl]-2-(5-amino-2,7-dioxo-6H-thiazolo[4,5-d]pyrimidin-3-yl)tetrahydrofuran-3-yl] acetate C(C)(=O)O[C@H]1[C@@H](O[C@@H](C1)[C@H](CC)OC(C)=O)N1C(SC2=C1N=C(NC2=O)N)=O